Glycine Aluminum [Al].NCC(=O)O